C(C)(=O)[O-].[NH4+] ammonium acetate salt